tert-butyl ((5-chloro-6-((isoxazol-3-ylmethyl)amino)-1H-indol-2-yl)methyl)carbamate ClC=1C=C2C=C(NC2=CC1NCC1=NOC=C1)CNC(OC(C)(C)C)=O